ethyl 4-bromo-2-(3-(tert-butoxycarbonyl)-3,8-diazabicyclo[3.2.1]octan-8-yl)benzo[d]thiazole-6-carboxylate BrC1=CC(=CC2=C1N=C(S2)N2C1CN(CC2CC1)C(=O)OC(C)(C)C)C(=O)OCC